FC1(C[C@@]12C[C@]1(C[C@@H](CN1C2)F)CO)F ((1R,6'S,7a'S)-2,2,6'-trifluorodihydro-1'H,3'H-spiro[cyclopropan-1,2'-pyrrolizin]-7a'(5'H)-yl)methanol